2-([1,1'-biphenyl]-3-yl)-7-bromothianthrene C1(=CC(=CC=C1)C1=CC=2SC3=CC=C(C=C3SC2C=C1)Br)C1=CC=CC=C1